ClC1=NC(=CC(=C1C#N)C(F)(F)F)C=1C=NN(C1)C1CCN(CC1)C 2-chloro-6-[1-(1-methyl-4-piperidyl)pyrazol-4-yl]-4-(trifluoromethyl)pyridine-3-carbonitrile